(R)-N-(3'-(difluoromethoxy)-5'-fluoro-4-(1-(tetrahydrofuran-3-yl)-1H-pyrazol-4-yl)biphenyl-3-yl)-3-(trifluoromethyl)benzenesulfonamide FC(OC=1C=C(C=C(C1)F)C1=CC(=C(C=C1)C=1C=NN(C1)[C@H]1COCC1)NS(=O)(=O)C1=CC(=CC=C1)C(F)(F)F)F